N1C=CC2=NC=C(C=C21)C(=O)N 1H-pyrrolo[3,2-b]pyridine-6-carboxamide